4-(cyclopropylethynyl)-2-[(3R)-3-methylmorpholin-4-yl]-8-{1-[(2R)-tetrahydro-2H-pyran-2-yl]-1H-pyrazol-5-yl}-1,7-naphthyridine C1(CC1)C#CC1=CC(=NC2=C(N=CC=C12)C1=CC=NN1[C@@H]1OCCCC1)N1[C@@H](COCC1)C